BrC1=CC=2C=3N(C(NC2C(=C1)I)=O)N=C(N3)C3=NC=CN=C3 9-bromo-7-iodo-2-(pyrazin-2-yl)-[1,2,4]triazolo[1,5-c]quinazolin-5(6H)-one